1-benzyl-4-hydroxy-N,N,2-trimethyl-1H-benzimidazole-6-carboxamide C(C1=CC=CC=C1)N1C(=NC2=C1C=C(C=C2O)C(=O)N(C)C)C